3,3-dimethyl-2-(trifluoromethyl)-2,3-dihydropyrrolo[2,1-b]quinazoline CC1(C(CN2C1N=C1C=CC=CC1=C2)C(F)(F)F)C